(R)-N-(2-(3-(2-hydroxypropan-2-yl)pyrrolidin-1-yl)-5-(trifluoromethyl)pyridin-4-yl)-6-(1-((2-(trimethylsilyl)ethoxy)methyl)-1H-pyrazol-4-yl)picolinamide OC(C)(C)[C@H]1CN(CC1)C1=NC=C(C(=C1)NC(C1=NC(=CC=C1)C=1C=NN(C1)COCC[Si](C)(C)C)=O)C(F)(F)F